2,2'-bis(5,6-dimethyl-1H-inden-2-yl)biphenyl CC=1C=C2C=C(CC2=CC1C)C1=C(C=CC=C1)C1=C(C=CC=C1)C=1CC2=CC(=C(C=C2C1)C)C